2-((9Z,12Z)-N-(3-(dimethylamino)propyl)octadeca-9,12-dienamido)ethyl (9Z,12Z)-octadeca-9,12-dienoate C(CCCCCCC\C=C/C\C=C/CCCCC)(=O)OCCN(C(CCCCCCC\C=C/C\C=C/CCCCC)=O)CCCN(C)C